C(C1=CC=CC=C1)OC1=NC(=CC=C1B1OC(C(O1)(C)C)(C)C)OCC1=CC=CC=C1 2,6-Bisbenzyloxy-3-(4,4,5,5-tetramethyl-1,3,2-dioxaborolan-2-yl)pyridine